4-(2-(5-fluoropyridin-2-yl)-6-(methoxymethyl)-6-methyl-4,5,6,7-tetrahydropyrazolo[1,5-a]pyridin-3-yl)-6-methyl-1H-pyrazolo[3,4-b]pyridine FC=1C=CC(=NC1)C1=NN2C(CCC(C2)(C)COC)=C1C1=C2C(=NC(=C1)C)NN=C2